4-(3,5-dimethylphenoxy)-3,5-dimethylbenzenethiol CC=1C=C(OC2=C(C=C(C=C2C)S)C)C=C(C1)C